OC=1C=CC(=C2C=CC=NC12)N=NC1=CC=C(C=C1)S(=O)(=O)O 4-(8-hydroxy-5-quinolinylazo)benzenesulfonic acid